Disodium 4-[[4-(acetylmethylamino)-2-sulphonatophenyl]amino]-1-amino-9,10-dihydro-9,10-dioxoanthracene-2-sulphonate C(C)(=O)N(C1=CC(=C(C=C1)NC1=CC(=C(C=2C(C3=CC=CC=C3C(C12)=O)=O)N)S(=O)(=O)[O-])S(=O)(=O)[O-])C.[Na+].[Na+]